peroxyalcohol O(OO)O